C1(CC1)OC1=C(C=CC(=C1)P(=O)(C)C)N(C(O)=O)CC#C (2-cyclopropoxy-4-(dimethylphosphoryl)phenyl)(prop-2-yn-1-yl)carbamic acid